N,N'-di-tert-butyl-2,3-dihydro-1H-indene-1,2-diamine C(C)(C)(C)NC1C(CC2=CC=CC=C12)NC(C)(C)C